C(C)C1(CCCC1)OC(COC1=C(C=C(C=C1C)[S+]1C2=C(C3=C1C=CC=C3)C=CC=C2)C)=O 5-(4-(2-(1-ethylcyclopentoxy)-2-oxoethoxy)-3,5-dimethylphenyl)-5H-dibenzo[b,d]thiophenium